C(=O)O.FC1=C(C=CC=C1)C12C(OCCN1)CCCC2 4a-(2-fluorophenyl)octahydro-2H-benzo[b][1,4]oxazine formate